2-ethylbutane-1-ol C(C)C(CO)CC